CC(C)(C)[S@@](=O)N[C@@H](CC(=O)OCC)C1=CC(=CC=C1)OC1=CC=C(C=C1)C ethyl (S)-3-((R)-1,1-dimethylethylsulfinamido)-3-(3-(p-tolyloxy)phenyl)propanoate